C1=C(C=C(C(=C1O)O)O[C@H]2[C@@H]([C@H]([C@@H]([C@H](O2)CO)O)O)O)C3=C(C=C4C(=CC(=O)C=C4O[C@H]5[C@@H]([C@H]([C@@H]([C@H](O5)CO)O)O)O)O3)O[C@H]6[C@@H]([C@H]([C@@H]([C@H](O6)CO)O)O)O The molecule is an oxonium betaine obtained by deprotonation of the 7-hydroxy group of delphinidin 3,3',5-tri-O-beta-D-glucoside. It is the major microspecies at pH 7.3 (according to Marvin v 6.2.0.). It is a conjugate base of a delphinidin 3,3',5-tri-O-glucoside.